(R)-5-benzyl-N-(6,7-dihydroimidazo[1,2-d]pyrido[3,2-b][1,4]oxazepin-7-yl)-4H-1,2,4-triazole-3-carboxamide C(C1=CC=CC=C1)C=1NC(=NN1)C(=O)N[C@@H]1C=2N(C3=C(OC1)C=CC=N3)C=CN2